O[C@H]1[C@H](O)[C@H](O)[C@@H](O)[C@@H](O1)C α-L-Rhamnopyranose